NC1=NC(N(C=C1)C1=CC=C(OCCN2CC3C(C3C2)CNC(OC(C)(C)C)=O)C=C1)=O tert-butyl ((exo-3-(2-(4-(4-amino-2-oxopyrimidin-1(2H)-yl)phenoxy)ethyl)-3-azabicyclo[3.1.0]hexan-6-yl)methyl)carbamate